NC1=C(C=C(C=C1)C1=NN(C2=NC=NC(=C21)N)C2CCN(CC2)C2COC2)F 3-(4-amino-3-fluorophenyl)-1-(1-(oxetan-3-yl)piperidin-4-yl)-1H-pyrazolo[3,4-d]pyrimidin-4-amine